(R)-3-(5-(((R)-1-ethylpiperidin-2-yl)methoxy)-1-oxoisoindolin-2-yl)piperidine-2,6-dione C(C)N1[C@H](CCCC1)COC=1C=C2CN(C(C2=CC1)=O)[C@H]1C(NC(CC1)=O)=O